3-amino-4-[(2-oxo-1,3-dihydro-benzimidazol-5-yl)amino]benzoic acid methyl ester COC(C1=CC(=C(C=C1)NC1=CC2=C(NC(N2)=O)C=C1)N)=O